2-(6-(((1r,2r,3s,5s)-2-fluoro-9-azabicyclo[3.3.1]non-3-yl)oxy)pyridazin-3-yl)-5-(1H-pyrazol-3-yl)phenol F[C@@H]1[C@H]2CCC[C@@H](C[C@@H]1OC1=CC=C(N=N1)C1=C(C=C(C=C1)C1=NNC=C1)O)N2